The molecule is a member of the class of anthocyanin chlorides that has pelargonidin 3-O-beta-D-glucoside as the cationic counterpart. It contains a pelargonidin 3-O-beta-D-glucoside. C1=CC(=CC=C1C2=[O+]C3=CC(=CC(=C3C=C2O[C@H]4[C@@H]([C@H]([C@@H]([C@H](O4)CO)O)O)O)O)O)O.[Cl-]